C1(CCC1)C1(C=C(C(NC1)=O)C(=O)NC)C(=O)O 5-cyclobutyl-N3-methyl-2-oxo-1,2-dihydropyridine-3,5-dicarboxylic acid amide